COC(C(CCCCC)(CCCCC)N1C(CCC2=CC=C(C=C12)CCN1CCN(CC1)C1=CC(=CC2=C1C=CS2)F)=O)=O (7-(2-(4-(6-fluorobenzothiophen-4-yl)piperazin-1-yl)ethyl)-2-oxo-3,4-dihydroquinoline-1(2H)-yl)-2-pentylheptanoic acid methyl ester